1-PHENYL-3-METHYL-5-PYRAZOLONE C1(=CC=CC=C1)N1N=C(CC1=O)C